4-(4-chlorophenyl)-1-(5H-pyrimido[5,4-b]indol-4-yl)-1H-pyrazol-3-amine ClC1=CC=C(C=C1)C=1C(=NN(C1)C1=NC=NC2=C1NC=1C=CC=CC21)N